methyl (4S)-4-[[2-[(3,5-dichlorophenyl)carbamoyl]-1,3-oxathiolane-2-carbonyl]amino]pentanoate ClC=1C=C(C=C(C1)Cl)NC(=O)C1(OCCS1)C(=O)N[C@H](CCC(=O)OC)C